CC1=C(C(NC(=C1)C)=O)CNC(=O)C=1C=C(C=C(C1C)N(C1CCOCC1)CC)C1=CC=C(C=C1)CNCC(F)(F)F N-((4,6-dimethyl-2-oxo-1,2-dihydropyridin-3-yl)methyl)-5-(ethyl-(tetrahydro-2H-pyran-4-yl)amino)-4-methyl-4'-(((2,2,2-trifluoroethyl)amino)methyl)-[1,1'-biphenyl]-3-carboxamide